ClC=1C=C2C(=C(C(NC2=CC1)=O)C=1CC(N(N1)C(CC)=O)C1=CC=C(C=C1)OC)CCC1=CC=CC=C1 6-chloro-3-[3-(4-methoxyphenyl)-2-propanoyl-3,4-dihydropyrazol-5-yl]-4-(2-phenylethyl)-1H-quinolin-2-one